3-methyl-4-(methylthio)-1H-pyrrole-2-carboxylic acid methyl ester COC(=O)C=1NC=C(C1C)SC